NC1=C2C(=NC=N1)N(N=C2C2=CC=C(C=C2)CNC(C2=C(C=CC=C2)OC)=O)C(C)C N-[[4-(4-amino-1-isopropyl-pyrazolo[3,4-d]pyrimidin-3-yl)phenyl]methyl]-2-methoxy-benzamide